(+-)-4-(2-(2-chlorophenyl)-4-(methylsulfonyl)-1,4-diazepan-1-yl)-6-methylpyrimidin-2-amine ClC1=C(C=CC=C1)[C@H]1N(CCCN(C1)S(=O)(=O)C)C1=NC(=NC(=C1)C)N |r|